[C@H](C)(CC)[C@@H]1N(CC2=C(NC1=O)C=CC=C2)C(=O)N2C=1N(CCC2)C(=NN1)C (S)-3-((S)-sec-butyl)-4-(3-methyl-5,6,7,8-tetrahydro-[1,2,4]triazolo[4,3-a]pyrimidine-8-carbonyl)-1,3,4,5-tetrahydro-2H-benzo[e][1,4]diazepin-2-one